BrC1=CC=C(C(=N1)C(=O)O)N[C@H](C)C=1C=C(C=C2C(C=C(OC12)N1CCC(CC1)(C)C)=O)C 6-bromo-3-[[(1R)-1-[2-(4,4-dimethyl-1-piperidinyl)-6-methyl-4-oxo-chromen-8-yl]ethyl]amino]pyridine-2-carboxylic acid